(S)-5-methoxy-4-((2-(4-(methoxycarbonyl)phenyl)-4-(5-methylthiophene-3-yl)piperidin-1-yl)methyl)-7-methyl-1H-indole-1-carboxylic acid tert-butyl ester C(C)(C)(C)OC(=O)N1C=CC2=C(C(=CC(=C12)C)OC)CN1[C@@H](CC(CC1)C1=CSC(=C1)C)C1=CC=C(C=C1)C(=O)OC